C(C)(C)(C)OC(=O)N1[C@@H](C[C@H](C1)NC(=O)C=1OC(=CN1)C1=CC(=CC=C1)Br)CN1N=NC=C1 (2S,4R)-2-((1H-1,2,3-triazol-1-yl)methyl)-4-(5-(3-bromophenyl)oxazole-2-carboxamido)pyrrolidine-1-carboxylic acid tert-butyl ester